N-(2-cyano-4-(6-ethoxypyrazin-2-yl)phenyl)-2-(2-(cyclopropanesulfonamido)pyrimidin-4-yl)-2-methylpropanamide C(#N)C1=C(C=CC(=C1)C1=NC(=CN=C1)OCC)NC(C(C)(C)C1=NC(=NC=C1)NS(=O)(=O)C1CC1)=O